Cl.FC1=C(C=CC=C1)C=1C2=C(N=C(N1)N1CC3(CNC3)CC1)N(CCC2)[C@H](CC(=O)NC)CC(C)C (S)-3-(4-(2-fluorophenyl)-2-(2,6-diazaspiro[3.4]octan-6-yl)-6,7-dihydropyrido[2,3-d]pyrimidin-8(5H)-yl)-N,5-dimethylhexanamide hydrochloride